N1N=CC2=CC=C(C=C12)C(=O)OC methyl 1H-indazole-6-carboxylate